C(C(C)C)(=O)NC=1C=C(C(=O)NCCOC2=C(C=C(C=C2)C(F)(F)F)OC)C=CN1 2-isobutyramido-N-(2-(2-methoxy-4-(trifluoromethyl)phenoxy)ethyl)isonicotinamide